(3S,11aR)-7-((4-(4-chloro-3-(trifluoromethyl)phenoxy)-3-fluorobenzyl)oxy)-3,4-dihydro-1H,9H,11H-3,11a-methanopyrimido[6',1':2,3]imidazo[5,1-c][1,4]oxazin-9-one ClC1=C(C=C(OC2=C(C=C(COC3=NC(N4C(N5[C@@]6(CO[C@H](C5)C6)C4)=C3)=O)C=C2)F)C=C1)C(F)(F)F